N-[3-fluoro-5-(1,1,2,2,3,3,3-heptafluoropropyl)pyridin-2-yl]-2-{[4-(2-hydroxyethyl)-4H-1,2,4-triazol-3-yl]sulfanyl}-5-nitrobenzamide FC=1C(=NC=C(C1)C(C(C(F)(F)F)(F)F)(F)F)NC(C1=C(C=CC(=C1)[N+](=O)[O-])SC1=NN=CN1CCO)=O